[Si](C)(C)(C(C)(C)C)OC1C(CN(C1)C(=O)OC(C)(C)C)(C)C(F)F tert-butyl 4-((tert-butyldimethylsilyl) oxy)-3-(difluoromethyl)-3-methylpyrrolidine-1-carboxylate